C(C)(=O)O\N=C(/C=C/C(=O)O)\C(C)(C)C (2E,4E)-4-(acetoxyimino)-5,5-dimethylhex-2-enoic acid